C(C1=CC=CC=C1)(=O)OC1=C(C(=C(C=C1C(C)C)C(C)C)C(C)C)OC(C1=CC=CC=C1)=O 3,4,6-triisopropyl-1,2-phenylene dibenzoate